BrC1=C(C=C(C=C1)CC(=O)NC1=NOC(=C1)C1(CCCC1)C)COC 2-[4-bromo-3-(methoxymethyl)phenyl]-N-[5-(1-methylcyclopentyl)isoxazol-3-yl]acetamide